3,6-Di(thiophen-3-yl)-9H-carbazole S1C=C(C=C1)C=1C=CC=2NC3=CC=C(C=C3C2C1)C1=CSC=C1